ethyl 2-methyl-2-(5-(4,4,5,5-tetramethyl-1,3,2-dioxaborolan-2-yl)pyrimidin-2-yl)propanoate CC(C(=O)OCC)(C)C1=NC=C(C=N1)B1OC(C(O1)(C)C)(C)C